ClC1=NC=C(C(=N1)Cl)CN1CC2(CC2)CCC1 5-[(2,4-dichloropyrimidin-5-yl)methyl]-5-azaspiro[2.5]octane